1-(9Z,12Z,15Z-octadecatrienoyl)-2-octadecanoyl-glycero-3-phosphocholine CCCCCCCCCCCCCCCCCC(=O)O[C@H](COC(=O)CCCCCCC/C=C\C/C=C\C/C=C\CC)COP(=O)([O-])OCC[N+](C)(C)C